(2R,4S)-N-((S)-1-(((6-Amino-2-methylpyridin-3-yl)methyl)amino)-1-oxopropan-2-yl)-4-(4-bromobenzyl)-N-methylpyrrolidine-2-carboxamide Di-trifluoroacetate salt FC(C(=O)O)(F)F.FC(C(=O)O)(F)F.NC1=CC=C(C(=N1)C)CNC([C@H](C)N(C(=O)[C@@H]1NC[C@H](C1)CC1=CC=C(C=C1)Br)C)=O